Tri(4-methyl-2-hexyl)citrat CC(CC(C)C(C(C(C(=O)[O-])(C(C)CC(CC)C)C(C)CC(CC)C)(O)C(=O)[O-])C(=O)[O-])CC